ClC=1C(=CC=C2N=CC(=NC12)C=1C=NN(C1)C1CCN(CC1)C(=O)NC)OC=1C=CC2=C(N(C(=N2)C)COCC[Si](C)(C)C)C1 4-(4-(8-chloro-7-((2-methyl-1-((2-(trimethylsilyl)ethoxy)methyl)-1H-benzo[d]imidazol-6-yl)oxy)quinoxalin-2-yl)-1H-pyrazol-1-yl)-N-methylpiperidine-1-carboxamide